(S)-3-methoxy-N-(6-(5-methyl-6,7-dihydro-5H-pyrrolo[2,1-c][1,2,4]triazol-3-yl)pyridin-2-yl)-1-(2-(4-methylpiperazin-1-yl)ethyl)-1H-pyrazole-4-carboxamide COC1=NN(C=C1C(=O)NC1=NC(=CC=C1)C=1N2C(=NN1)CC[C@@H]2C)CCN2CCN(CC2)C